tetraethyl ethane-1,2-diyldiphosphonate C(CP(OCC)(OCC)=O)P(OCC)(OCC)=O